Cl.Cl.C(=O)(O)C=1C(=C(C(=O)NCCN(CCN(CCN(C(C2=C(C(=CC(=C2)Cl)C(=O)O)OC)=O)CCCCCC(=O)OCC)CCNC(C2=C(C(=CC(=C2)Cl)C(=O)O)OC)=O)CCNC(C2=C(C(=CC(=C2)Cl)C(=O)O)OC)=O)C=C(C1)Cl)OC N1,N1,N2-tris(2-(3-carboxy-5-chloro-2-methoxybenzamido)ethyl)-N2-(2-(3-carboxy-5-chloro-N-(6-ethoxy-6-oxohexyl)-2-methoxybenzamido)ethyl)ethane-1,2-diamine-2HCl